4-(1-((2,4-diaminopyrimidin-5-yl)methyl)indolin-5-yl)phthalic acid NC1=NC=C(C(=N1)N)CN1CCC2=CC(=CC=C12)C=1C=C(C(C(=O)O)=CC1)C(=O)O